C(#N)C1=C(C=C(C=C1)O)N(S(=O)(=O)C1=CC=CC=C1)CCC(OCC)OCC N-(2-cyano-5-hydroxyphenyl)-N-(3,3-diethoxypropyl)benzene-sulfonamide